3-Bromo-1-(2-chloro-4-(trifluoromethoxy)phenyl)-4,5-dihydro-1H-pyrazole-5-carboxylic acid ethyl ester C(C)OC(=O)C1CC(=NN1C1=C(C=C(C=C1)OC(F)(F)F)Cl)Br